F[B-](F)(F)F.C[N+](=C(S)N(C)C)C N,N,N',N'-tetramethyl-thiouronium tetrafluoroborate